(1S,2'S,6'S)-7-chloro-2'-methyl-6'-(1-methyl-1H-1,2,3-triazol-4-yl)spiro[isochroman-1,4'-piperidin]-4-ol ClC1=CC=C2C(CO[C@]3(C[C@@H](N[C@@H](C3)C=3N=NN(C3)C)C)C2=C1)O